2-{[(1R)-1-(4-chlorophenyl)-7-fluoro-5-[1-hydroxy-1-(1-methyl-1H-imidazol-4-yl)propyl]-3-oxo-1-[(3S)-oxocyclopent-3-yloxy]-2,3-dihydro-1H-isoindol-2-yl]methyl}pyrimidine-5-carbonitrile ClC1=CC=C(C=C1)[C@@]1(N(C(C2=CC(=CC(=C12)F)C(CC)(C=1N=CN(C1)C)O)=O)CC1=NC=C(C=N1)C#N)O[C@@H]1CC(CC1)=O